(2R)-4,4-Difluoro-2-(4-fluorophenyl)-N-{4-[6-fluoro-3-(pyridin-2-yl)-1H-pyrrolo[3,2-b]pyridin-2-yl]pyridin-2-yl}butanamid FC(C[C@@H](C(=O)NC1=NC=CC(=C1)C1=C(C2=NC=C(C=C2N1)F)C1=NC=CC=C1)C1=CC=C(C=C1)F)F